N-(furan-2-ylmethyl)-2-(naphthalene-2-sulfonamido)benzamide (±)-methyl-(2S,3R,6R)-2-isobutyl-3,6-dimethyl-5-methylene-4-oxotetrahydro-2H-pyran-3-carboxylate COC(=O)[C@@]1([C@@H](O[C@@H](C(C1=O)=C)C)CC(C)C)C.O1C(=CC=C1)CNC(C1=C(C=CC=C1)NS(=O)(=O)C1=CC2=CC=CC=C2C=C1)=O |r|